ClC1=CC=C(C=C1)C1=C(C(=CC=2N=C(SC21)C=2C=C1C(=NN(C1=CC2)C)N2C[C@H]1COCC(N1CC2)=O)C)CC(=O)O 2-(7-(4-chlorophenyl)-5-methyl-2-(1-methyl-3-((S)-4-oxohexahydropyrazino[2,1-c][1,4]oxazin-8(1H)-yl)-1H-indazol-5-yl)benzo[d]thiazol-6-yl)acetic acid